(6-(3-methyl-1H-pyrrolo[2,3-b]pyridin-5-yl)-8-(pyrrolidin-2-yl)-3,4-dihydroisoquinolin-2(1H)-yl)(morpholinyl)methanone CC1=CNC2=NC=C(C=C21)C=2C=C1CCN(CC1=C(C2)C2NCCC2)C(=O)N2CCOCC2